Cl.CN(C1=NC(=C(C=C1[N+](=O)[O-])N)OC)CCN(C)C N2-methyl-N2-[2-(dimethylamino)ethyl]-6-methoxy-3-nitropyridin-2,5-diamine hydrochloride